CC1[C@H]2CC[C@@H](C1C)N2C(=O)OC(C)(C)C tert-butyl (1R,4S)-2,3-dimethyl-7-azabicyclo[2.2.1]heptane-7-carboxylate